2-((2-((R)-4-(difluoromethyl)-2-carbonyl-thiazolidine-3-yl)-5,6-dihydrobenzo[f]imidazo[1,2-d][1,4]oxazepin-9-yl)amino)propionamide FC([C@H]1N(C(SC1)=C=O)C=1N=C2N(CCOC3=C2C=CC(=C3)NC(C(=O)N)C)C1)F